C(C1=CC=CC=C1)(C1=CC=CC=C1)N1C2CN(C(C1)CC2)C(=O)C=2C=C1CN(C(C1=CC2F)=O)C2C(NC(CC2)=O)=O 3-(5-(5-benzhydryl-2,5-diazabicyclo[2.2.2]octane-2-carbonyl)-6-fluoro-1-oxoisoindolin-2-yl)piperidine-2,6-dione